2-[1-(5-cyanopyridin-2-yl)piperidin-4-yl]acetic acid C(#N)C=1C=CC(=NC1)N1CCC(CC1)CC(=O)O